NC1CCC(CC1)C(CCC)C1CCC(CC1)N 1,1-Bis(4-aminocyclohexyl)-butan